tert-butyl (E)-(3-bromo-5-chloro-2-(2-nitrovinyl)thieno[3,2-b]pyridin-7-yl)(thiophen-2-ylmethyl)carbamate BrC1=C(SC=2C1=NC(=CC2N(C(OC(C)(C)C)=O)CC=2SC=CC2)Cl)\C=C\[N+](=O)[O-]